2-methyl-3-(4-(trifluoromethyl)phenyl)cyclopent-2-en-1-one CC=1C(CCC1C1=CC=C(C=C1)C(F)(F)F)=O